BrC=1C=C(C=CC1)C1(CC1)NC(C1=C(C=CC(=C1)OCCN(C)C)C)=O N-(1-(3-bromophenyl)cyclopropyl)-5-(2-(dimethylamino)ethoxy)-2-methylbenzamide